BrC=1C=2OCC(N3CCC(C(=CC1F)C32)=O)C 6-bromo-7-fluoro-2-methyl-4-oxa-1-azatricyclo[7.3.1.05,13]tridec-an-5(13),6,8-trien-10-one